ClC1=NNC2=CC(=CC=C12)/C=C/C(=O)NC=1C(=NC(=CC1C)OC)C (E)-3-(3-chloro-1H-indazol-6-yl)-N-(6-methoxy-2,4-dimethylpyridin-3-yl)acrylamide